(S)-2-(2,5-difluoro-4-(5-fluoro-6-((5-(trifluoromethyl)thiazol-2-yl)methoxy)pyridin-2-yl)benzyl)-4-fluoro-1-(oxetan-2-ylmethyl)-1H-benzo[d]imidazole-6-carboxylic acid FC1=C(CC2=NC3=C(N2C[C@H]2OCC2)C=C(C=C3F)C(=O)O)C=C(C(=C1)C1=NC(=C(C=C1)F)OCC=1SC(=CN1)C(F)(F)F)F